COC=1C=C(CN(C=2OC=C(N2)CCN2CCOCC2)CC2=CC(=CC=C2)N2CCN(CC2)C)C=CC1 N-(3-methoxybenzyl)-N-(3-(4-methylpiperazin-1-yl)benzyl)-4-(2-morpholinoethyl)oxazol-2-amine